(2-(2,6-dioxopiperidin-3-yl)-3-oxoisoindolin-5-yl)methyl(6-(1-((tert-butyldimethylsilyl)oxy)-2,2,2-trifluoroethyl)pyridin-3-yl)carbamate O=C1NC(CCC1N1CC2=CC=C(C=C2C1=O)OC(N(C=1C=NC(=CC1)C(C(F)(F)F)O[Si](C)(C)C(C)(C)C)C)=O)=O